(±)-2,2-bis(diphenyl-Phosphino)-1,1-binaphthyl C1(=CC=CC=C1)P(C1(C(=C2C=CC=CC2=CC1)C1=CC=CC2=CC=CC=C12)P(C1=CC=CC=C1)C1=CC=CC=C1)C1=CC=CC=C1